6-(difluoromethyl)-N-(2-methylisoindol-5-yl)-8-(6-(methylsulfonyl)-2,6-diazaspiro[3.3]hept-2-yl)quinazolin-2-amine FC(C=1C=C2C=NC(=NC2=C(C1)N1CC2(C1)CN(C2)S(=O)(=O)C)NC2=CC1=CN(C=C1C=C2)C)F